FC1=CC(=C(C=C1)N1CN(C(C2=NC=C(N=C12)C(F)(F)F)=O)C1=C(NC(C=C1)=O)C)C 1-(4-fluoro-2-methylphenyl)-3-(2-methyl-6-oxo-1,6-dihydropyridin-3-yl)-7-(trifluoromethyl)-2,3-dihydro-pteridin-4(1H)-one